8-chloro-1-(2,6-dichlorophenyl)-2-(hydroxymethyl)-5-((2-(methylsulfonyl)ethyl)amino)-1,6-naphthyridin-4(1H)-one ClC=1C=NC(=C2C(C=C(N(C12)C1=C(C=CC=C1Cl)Cl)CO)=O)NCCS(=O)(=O)C